C1(CC1)C1=NC(=CC(=C1)C(=O)N1CC2=CC=C(C=C2CC1)C(=O)N1CC2=C(CC1)NN=N2)OCC2CCOCC2 [2-[2-cyclopropyl-6-(oxacyclohex-4-ylmethoxy)pyridine-4-carbonyl]-3,4-dihydro-1H-isoquinolin-6-yl]-(1,4,6,7-tetrahydrotriazolo[4,5-c]pyridin-5-yl)methanone